5,5-dimethyl-1-pyrroline-oxide CC1(CCC=[N+]1[O-])C